The molecule is a sesquiterpenoid that is 5-amino-2-hydroxy-3-methyl-1,4-benzoquinone in which one of the hydrogens of the methyl group is replaced by a 2-methyl-4-[(1R,2S)-1,2,3-trimethylcyclohex-3-en-1-yl]but-1-en-1-yl group and one of the hydrogens attached to the nitrogen is replaced by a 3-methylbutyl group. It is isolated from an Okinawan sponge Spongia sp.SS-1037 and exhibits moderate cytotoxicity against L1210 murine leukemia and KB human epidermoid carcinoma cells. It has a role as a metabolite and an antineoplastic agent. It is a member of monohydroxy-1,4-benzoquinones, a sesquiterpenoid and a secondary amino compound. C[C@@H]1C(=CCC[C@]1(C)CC/C(=C/CC2=C(C(=CC(=O)C2=O)NCCC(C)C)O)/C)C